Benzyl 6-bromo-5-((3,4-difluorophenyl) amino)-7-fluoro-1H-indazole-1-carboxylate BrC1=C(C=C2C=NN(C2=C1F)C(=O)OCC1=CC=CC=C1)NC1=CC(=C(C=C1)F)F